4-((3S,5R)-4-acryloyl-3,5-dimethylpiperazin-1-yl)-7-(2-amino-3,5-dichloro-4,6-difluorophenyl)-6-chloro-1-(2-isopropyl-4-methylpyridin-3-yl)-2-oxo-1,2-dihydroquinoline-3-carbonitrile C(C=C)(=O)N1[C@H](CN(C[C@H]1C)C1=C(C(N(C2=CC(=C(C=C12)Cl)C1=C(C(=C(C(=C1F)Cl)F)Cl)N)C=1C(=NC=CC1C)C(C)C)=O)C#N)C